(3R,5S)-1-[5-(dimethylphosphoryl)pyridin-2-yl]-3,5-dimethylpiperazine CP(=O)(C)C=1C=CC(=NC1)N1C[C@H](N[C@H](C1)C)C